(E)-benzyl 2-(2,2-dimethyl-3-pentylcyclobutylidene)acetate CC1(\C(\CC1CCCCC)=C\C(=O)OCC1=CC=CC=C1)C